C(C)N1N=C2C=CC(=CC2=C1C(=O)C1=NC=C(C=C1)OC)F (2-ethyl-5-fluoro-2H-indazol-3-yl)(5-methoxypyridin-2-yl)methanone